N,N'-bis(3,4-dimethylenehex-5-en-1-yl)hexahydropyrroloisoquinoline C=C(CCN1CC2=C3C(CCC2CC1)N(C=C3)CCC(C(C=C)=C)=C)C(C=C)=C